2-(5-ethoxypyrazin-2-yl)-1,3-thiazole-5-carboxamide C(C)OC=1N=CC(=NC1)C=1SC(=CN1)C(=O)N